(1S,2R,3R,4R,5S)-4-((3-chloro-1,2,4-thiadiazol-5-yl)amino)-1-(13-((2,4-dinitrophenyl)amino)-2,5,8,11-tetraoxatridecyl)-6,8-dioxabicyclo[3.2.1]octane-2,3-diol ClC1=NSC(=N1)N[C@@H]1[C@H]([C@H]([C@@]2(CO[C@H]1O2)COCCOCCOCCOCCNC2=C(C=C(C=C2)[N+](=O)[O-])[N+](=O)[O-])O)O